[2-[1-(cyclopropylmethyl)-6-[1-(1,2,4-triazol-1-yl)ethyl]pyrrolo[2,3-b]pyridin-2-yl]-5-methoxy-3-methylimidazo[1,2-a]pyridin-7-yl]methanone C1(CC1)CN1C(=CC=2C1=NC(=CC2)C(C)N2N=CN=C2)C=2N=C1N(C(=CC(=C1)C=O)OC)C2C